(R)-3-chloro-5-(((1-(hexadecyloxy)-3-hydroxypropan-2-yl)oxy)methyl)benzonitrile ClC=1C=C(C#N)C=C(C1)CO[C@@H](COCCCCCCCCCCCCCCCC)CO